FC1([C@@H]2N(CCN(C1)CC2)C(=O)C=2C1=C(N(N2)C2=CC(=C(C=C2)OC)C(F)(F)F)CCC1)F |o1:2| [R or S]-(6,6-difluoro-1,4-diazabicyclo[3.2.2]nonan-4-yl)-[1-[4-methoxy-3-(trifluoromethyl)phenyl]-1,4,5,6-tetrahydrocyclopenta[c]pyrazol-3-yl]methanone